N[C@@H]1CN(CCC1)C1=NC=CC(=C1)C=1C(=C(C=C(C1)F)C1=CC(=C(C=C1)N1C(N(C=C1)C)=O)Cl)O (S)-1-(3'-(2-(3-aminopiperidin-1-yl)pyridin-4-yl)-3-chloro-5'-fluoro-2'-hydroxy-[1,1'-biphenyl]-4-yl)-3-methyl-1H-imidazol-2(3H)-one